N-vinyloctylamide C(=C)CCCCCCCC[NH-]